2-[(6-methylpyridin-3-yl)methyl]-6-(1,2-thiazol-3-yl)-2H-pyrazolo[3,4-d]pyrimidin-4-amine CC1=CC=C(C=N1)CN1N=C2N=C(N=C(C2=C1)N)C1=NSC=C1